2-Chloro-1-propyl-8-[1-(3-trifluoromethyl-benzyl)-1H-pyrazol-4-yl]-1,7-dihydro-purin-6-one ClC=1N(C(C=2NC(=NC2N1)C=1C=NN(C1)CC1=CC(=CC=C1)C(F)(F)F)=O)CCC